NC1=NC(=NC(=N1)N)NCCOCCOCCN 2,4-diamino-6-(2-(2-(2-aminoethoxy)ethoxy)ethylamino)-1,3,5-triazine